C(C=C)(=O)N1[C@@H](COC[C@H]1C1=CC(=CC(=C1)Cl)C1=NC=NC(=C1)N)CC#N 2-((3R,5R)-4-acryloyl-5-(3-(6-aminopyrimidin-4-yl)-5-chlorophenyl)morpholin-3-yl)acetonitrile